1-(3,4,5-trimethoxyphenyl)ethanone COC=1C=C(C=C(C1OC)OC)C(C)=O